C(CCCCCCC\C=C/CCCCCCCC)OC=1C=C(C=C(C1)OCCCCCCCC\C=C/CCCCCCCC)CN(C)C 1-(3,5-bis((Z)-octadec-9-en-1-yloxy)phenyl)-N,N-dimethylmethanamine